C(CCC)N(P(C1=CC(=CC=C1)[Si](CCCC)(CCCC)CCCC)C1=C(C=CC=C1)OC)P(C1=CC(=CC=C1)[Si](CCCC)(CCCC)CCCC)C1=C(C=CC=C1)OC N-butyl-1-(2-methoxyphenyl)-N-((2-methoxyphenyl)(3-(tributylsilyl)phenyl)phosphaneyl)-1-(3-(tributylsilyl)phenyl)phosphanamine